(S)-(3-aminopyrrolidin-1-yl)(3-methyl-5-(4-(4-(oxetan-3-yl)piperazin-1-yl)phenyl)thiophen-2-yl)methanone N[C@@H]1CN(CC1)C(=O)C=1SC(=CC1C)C1=CC=C(C=C1)N1CCN(CC1)C1COC1